CN1N=CC(=C1)C1=CC=CC(=N1)NC(=O)C=1C=C2C(=NC1N1CCC3(CCO3)CC1)N=C(O2)N2CCNCC2 N-(6-(1-Methyl-1H-pyrazol-4-yl)pyridin-2-yl)-2-(piperazin-1-yl)-5-(1-oxa-7-azaspiro[3.5]nonan-7-yl)oxazolo[4,5-b]pyridine-6-carboxamide